ClCC=1C=C(C=CC1C)[C@@H](CC(=O)OCC)C1=C(C2=C(N(N=N2)C)C=C1)C (R)-Ethyl 3-(3-(chloromethyl)-4-methylphenyl)-3-(1,4-dimethyl-1H-benzo[d][1,2,3]triazol-5-yl)propanoate